tetraphenyl-toluene bromide [Br-].C1(=CC=CC=C1)C1=C(C(C2=CC=CC=C2)(C2=CC=CC=C2)C2=CC=CC=C2)C=CC=C1